2-{[(tert-butoxy)carbonyl]amino}-3-phenylpropionic acid C(C)(C)(C)OC(=O)NC(C(=O)O)CC1=CC=CC=C1